COC1=CC=2[C@@]34C([C@H](CC2C=C1N(C(C)=O)C)N(CC4)C)CCCC3 N-[(1S,9S)-4-methoxy-17-methyl-17-azatetracyclo[7.5.3.01,10.02,7]heptadeca-2(7),3,5-trien-5-yl]-N-methylacetamide